bis(trichlorosilyl)-ethane Cl[Si](Cl)(Cl)C(C)[Si](Cl)(Cl)Cl